2-(2,4,5-trichlorophenoxy)acetic acid ClC1=C(OCC(=O)O)C=C(C(=C1)Cl)Cl